N1=CC(=CC=C1)[C@H]1[C@@H](C1)C(=O)O |r| rac-(1R,2R)-2-(pyridin-3-yl)cyclopropane-1-carboxylic acid